FC1=C(C=C(C(=C1)C)C1=CC(=NC(=C1)N1CCOCC1)C=1C=NN(C1)C)NC(=O)N1CC(CC1)C(C)(C)F N-(2-fluoro-4-methyl-5-[2-(1-methylpyrazol-4-yl)-6-(morpholin-4-yl)pyridin-4-yl]phenyl)-3-(2-fluoropropan-2-yl)pyrrolidine-1-carboxamide